1,2,3-thiadiazole-4-carboxamidine S1N=NC(=C1)C(=N)N